3-cyclopropyl-1-(4-(3-(6,7-dihydropyrazolo[1,5-a]pyrimidin-4(5H)-yl)-7,8-dihydro-1,6-naphthyridin-6(5H)-yl)pyrido[2,3-d]pyrimidin-2-yl)azetidin-3-ol C1(CC1)C1(CN(C1)C=1N=C(C2=C(N1)N=CC=C2)N2CC=1C=C(C=NC1CC2)N2C=1N(CCC2)N=CC1)O